3,7-di-tert-butyl-benzofuran-2-one C(C)(C)(C)C1C(OC2=C1C=CC=C2C(C)(C)C)=O